FC1=CC=C(C=C1)C(N1[C@@H](CN(CC1)C(=O)OC(C)(C)C)CCO)C1=CC=C(C=C1)F tert-Butyl (R)-4-(bis(4-fluorophenyl)methyl)-3-(2-hydroxyethyl)piperazine-1-carboxylate